2-(3-((S)-2-hydroxy-3-((R)-8-(quinolin-3-ylsulfonyl)-1-oxa-8-azaspiro[4.5]decan-3-ylamino)propoxy)phenyl-sulfonyl)acetamide O[C@H](COC=1C=C(C=CC1)S(=O)(=O)CC(=O)N)CN[C@H]1COC2(C1)CCN(CC2)S(=O)(=O)C=2C=NC1=CC=CC=C1C2